CN(C1=CC=2OC(C(=CC2S1)C(=O)O)=O)C(=O)C=1OC=CN1 2-[Methyl-(oxazole-2-carbonyl)-amino]-5-oxo-5H-thieno[3,2-b]pyran-6-carboxylic acid